C(C)(C)(C)OOC1(CCCCC1)OOC(C)(C)C 1,1-Di-(tert.-Butyl-peroxy)-cyclohexan